C(CC)(=O)SCCNC(CCNC([C@@H](C(COP(OP(OC[C@@H]1[C@H]([C@H]([C@@H](O1)N1C=NC=2C(N)=NC=NC12)O)OP(=O)(O)O)(=O)O)(=O)O)(C)C)O)=O)=O propanoyl-CoA